C(#C)C1(CC2(C1)CCC2)O 2-ethynyl-spiro[3.3]heptane-2-ol